BrC=1C=CC(=C(C=O)C1)C=1C=NC(=NC1)C(F)(F)F 5-bromo-2-(2-(trifluoromethyl)pyrimidin-5-yl)benzaldehyde